FC(C(F)F)(F)OCCC(F)(F)F (1,1,2,2-tetrafluoroethyl)(3,3,3-trifluoro-n-propyl)ether